FC1=CC=C(C=C1)N1CC2=CC=C(C=C2CC1)OC 2-(4-fluorophenyl)-6-methoxy-3,4-dihydroisoquinoline